Octyl n-hexadecanoate C(CCCCCCCCCCCCCCC)(=O)OCCCCCCCC